FC([C@H](NC1=CC=C(C=C1)C1=CC2=C(N=CN=C2N2CCOCC2)N1)[C@@H]1CN(CC1)C(C=C)=O)(F)F 1-((S)-3-((R)-2,2,2-trifluoro-1-((4-(4-morpholino-7H-pyrrolo[2,3-d]pyrimidin-6-yl)phenyl)amino)ethyl)pyrrolidin-1-yl)prop-2-en-1-one